C(C)(=O)N1CCC2(C[C@@H](C(N2)=O)C[C@@H](C(=O)OC)NC(=O)OC(C)(C)C)CC1 methyl (S)-3-((S)-8-acetyl-2-oxo-1,8-diazaspiro[4.5]decan-3-yl)-2-((tert-butoxycarbonyl)amino)propanoate